C(C)(C)(C)OC(=O)N1CC=2C(N(C=3N=CC=CC3C2CC1)CC1=CC(=CC=C1)C)=O 6-(3-methylbenzyl)-5-oxo-1,4,5,6-tetrahydropyrido[3,4-C][1,8]naphthyridine-3(2H)-carboxylic acid tert-butyl ester